ClC=1C(=CC(=NC1)N1C[C@H](O[C@H](C1)C)C)NC1=CC2=C(N(C(N2CCC(C)(C)O)=O)C)C=C1 5-((5-chloro-2-((2r,6s)-2,6-dimethylmorpholino)pyridin-4-yl)amino)-3-(3-hydroxy-3-methylbutyl)-1-methyl-1,3-dihydro-2H-benzo[d]imidazol-2-one